((5-(furan-2-yl)-2H-tetrazol-2-yl)methyl)-N-hydroxybenzoamide O1C(=CC=C1)C=1N=NN(N1)CC1=C(C(=O)NO)C=CC=C1